6-chloro-N-[5-(2,2-difluoroethoxy)-4,6-dimethoxy-pyrimidin-2-yl]-7-fluoro-1H-indole-3-sulfonic acid amide ClC1=CC=C2C(=CNC2=C1F)S(=O)(=O)NC1=NC(=C(C(=N1)OC)OCC(F)F)OC